(E)-methyl 3-[4-(3-bromopropoxy)phenyl]acrylate BrCCCOC1=CC=C(C=C1)/C=C/C(=O)OC